5,6-dihydro-4H-1,3-thiazine hydrochloride Cl.S1C=NCCC1